NC1=C2C(CCNC2=CC=C1OCCN(C(C(=C)C)=O)C)=O N-(2-((5-amino-4-oxo-1,2,3,4-tetrahydroquinolin-6-yl)oxy)ethyl)-N-methylmethacrylamide